C(CC)(=O)NOC(C(F)(F)F)=O Propionamidotrifluoroacetic acid